N[C@H]1[C@@H](C2=CC(=C(C=C2C1)F)Cl)O Trans-2-amino-6-chloro-5-fluoro-2,3-dihydro-1H-inden-1-ol